FC(C(C(C(C(C(C(F)(F)P(O)(O)=O)(F)F)(F)F)(F)F)(F)F)(F)F)(CCC(F)(F)F)F heptadecafluorodec-1-yl-phosphonic acid